C(C)(C)OC=1C=CC(=NC1)C1=NSC(=N1)NC1=NC=C(C=C1OC)C(C)C 3-(5-isopropoxypyridin-2-yl)-N-(5-isopropyl-3-methoxypyridin-2-yl)-1,2,4-thiadiazol-5-amine